3,4-di-O-benzyl-6-levulinyl-α-D-galactopyranose C(C1=CC=CC=C1)O[C@@H]1[C@H]([C@@H](O)O[C@@H]([C@@H]1OCC1=CC=CC=C1)C(O)C(CCC(=O)C)=O)O